cerium 2,4-dichlorophenoxyacetate ClC1=C(OCC(=O)[O-])C=CC(=C1)Cl.[Ce+3].ClC1=C(OCC(=O)[O-])C=CC(=C1)Cl.ClC1=C(OCC(=O)[O-])C=CC(=C1)Cl